C1(CCCCC1)CC(=O)NC1=C(C=C(C=C1C)N1CCOCC1)C 2-Cyclohexyl-N-(2,6-dimethyl-4-morpholin-4-yl-phenyl)-acetamide